5-amino-7-(4-fluorophenyl)-8-[2-(hydroxymethyl)-6-methoxy-4-pyridinyl]-2-[(1-methylimidazol-2-yl)methyl]-[1,2,4]triazolo[4,3-c]pyrimidin-3-one NC1=NC(=C(C=2N1C(N(N2)CC=2N(C=CN2)C)=O)C2=CC(=NC(=C2)OC)CO)C2=CC=C(C=C2)F